peroxysuberic acid C(CCCCCCC(=O)O)(=O)OO